4-((2-(1H-pyrazol-4-yl)ethyl)amino)-N-(benzofuran-3-ylmethyl)-5,6-dimethylpyrimidine-2-carboxamide N1N=CC(=C1)CCNC1=NC(=NC(=C1C)C)C(=O)NCC1=COC2=C1C=CC=C2